BrC1=CC=2C(C(C3=CC=CC=C3C2C=C1)(C)C)(C)C 2-bromo-9,9,10,10-tetramethyl-9,10-dihydrophenanthrene